6-(3-methoxyphenyl)-4-methylpyridazine-3-carbonitrile COC=1C=C(C=CC1)C1=CC(=C(N=N1)C#N)C